tert-butyl 4-[8-(1-aminoethyl)-3,6-dimethyl-4-oxo-quinazolin-2-yl]piperidine-1-carboxylate NC(C)C=1C=C(C=C2C(N(C(=NC12)C1CCN(CC1)C(=O)OC(C)(C)C)C)=O)C